N1=C(C=CC=C1)N[C@H]1[C@@H](C1)C(=O)O trans-2-[(pyridin-2-yl)-amino]cyclopropane-1-carboxylic acid